tert-butyl 3-((2-chloropyridin-4-yl)difluoromethyl)azetidine-1-carboxylate ClC1=NC=CC(=C1)C(C1CN(C1)C(=O)OC(C)(C)C)(F)F